di-propyl-phenyl phosphate P(=O)(OC1=C(C(=CC=C1)CCC)CCC)([O-])[O-]